N-[(6-methylpyridazin-3-yl)methyl]-6-(5-methylthiazol-2-yl)-8-tetrahydropyran-4-yloxy-quinazolin-4-amine CC1=CC=C(N=N1)CNC1=NC=NC2=C(C=C(C=C12)C=1SC(=CN1)C)OC1CCOCC1